BrC1=CC=C2C=C(NC2=C1)C(OC)OC 6-bromo-2-(dimethoxymethyl)-1H-indole